FC1=CC2=C(N(N=C2C=C1F)C)C(=O)O 5,6-difluoro-2-methyl-2H-indazole-3-carboxylic acid